(2S)-amino-(1-methyl-1H-indazol-5-yl)acetic acid N[C@H](C(=O)O)C=1C=C2C=NN(C2=CC1)C